C(C)(C)(C)S(=O)(=O)C1CN(C1)C=1C=C(C=C(C1F)F)[C@@H]1[C@@H](C1)C=1C=NC(=NC1)C1=NC=CC=N1 cis-5-(2-(3-(3-(tert-butylsulfonyl)azetidin-1-yl)-4,5-difluorophenyl)cyclopropyl)-2,2'-bipyrimidine